C(CCC)C1=CC=C(N)C=C1 p-butyl-aniline